BrC(C(C)=O)(CCCCCCC)Br 3,3-dibromo-2-decanone